CC1=CC=2N(C=C1)C(=CN2)C(=O)NC2=C(C=CC(=C2)C2=NOC(=N2)CC2OCCCC2)C 7-methyl-N-(2-methyl-5-(5-((tetrahydro-2H-pyran-2-yl)methyl)-1,2,4-oxadiazol-3-yl)phenyl)imidazo[1,2-a]pyridine-3-carboxamide